N[C@@H](CC(=O)OCC)C=1C=C(C=C(C1F)C)C1=C(C=CC=C1C)C ethyl (S)-3-amino-3-(4-fluoro-2',5,6'-trimethyl-[1,1'-biphenyl]-3-yl)propanoate